Tert-butyl 4-(1-methyl-1H-pyrrolo[2,3-b]pyridin-4-yl)-7-((5-((methylsulfonyl) methyl) pyridin-2-yl) amino)-1-oxoisoindoline-2-carboxylate CN1C=CC=2C1=NC=CC2C2=C1CN(C(C1=C(C=C2)NC2=NC=C(C=C2)CS(=O)(=O)C)=O)C(=O)OC(C)(C)C